C(C1=CC=CC=C1)N1CCN(CCN(CC1)CC1=C(C(=CC(=C1)C)CN)O)CC1=C(C(=CC(=C1)C)CN)O 2'-[(7-benzyl-1,4,7-triazacyclononane-1,4-diyl)bis(methylene)]bis[6-(aminomethyl)-4-methylphenol]